C1(CC1)C1=CC(=NN1)NC(CC1=NN(C=C1)C1=CC(=C(C=C1)F)F)=O N-(5-Cyclopropyl-1H-pyrazol-3-yl)-2-(1-(3,4-difluorophenyl)-1H-pyrazol-3-yl)acetamide